t-butyl 3-(1-(2-(2-methoxyphenyl)-2-((tetrahydro-2H-pyran-4-yl)oxy)ethyl)-5-methyl-6-(oxazol-2-yl)2,4-dioxo-1,4-dihydrothieno[2,3-d]pyrimidin-3(2H)-yl)azetidin-1-carboxylate COC1=C(C=CC=C1)C(CN1C(N(C(C2=C1SC(=C2C)C=2OC=CN2)=O)C2CN(C2)C(=O)OC(C)(C)C)=O)OC2CCOCC2